NC1=CC2=C(C(=CC(O2)=O)C)C=C1 7-amino-4-methyl-2H-benzopyran-2-one